BrC=1C(=C(C=C2CN(C(N(C12)CC1=C(C=C(C=C1)OC)OC)=O)CC#N)[N+](=O)[O-])C(=O)C1=C(C=CC(=C1)F)Cl {8-bromo-7-[(2-chloro-5-fluorophenyl)carbonyl]-1-[(2,4-dimethoxyphenyl)methyl]-6-nitro-2-oxo-1,2,3,4-tetrahydroquinazolin-3-yl}acetonitrile